C(CCCC)C1=C(C=C(C(=C1O)CCCCC)CCCCC)O 2,4,5-Tripentylbenzene-1,3-diol